5-((4-((2-ethylphenyl)amino)-5-methylpyrimidin-2-yl)amino)benzo[c][1,2]oxaborol-1(3H)-ol C(C)C1=C(C=CC=C1)NC1=NC(=NC=C1C)NC1=CC2=C(B(OC2)O)C=C1